NC=1NC2=CC(=CC=C2C1C(=O)N)S(NC1(CC1)C#N)(=O)=O 2-amino-6-(N-(1-cyanocyclopropyl)sulfamoyl)-1H-indole-3-carboxamide